[B].[Fe].[Cu] copper-iron-boron